ClC1=C(C(=NC=C1)OC)N1CCC(CC1)NC(C)C=1C(=NN(C1)C)NCC1=C(C=CC=C1)C1CC1 (4'-Chloro-2'-methoxy-3,4,5,6-tetrahydro-2H-[1,3']bipyridinyl-4-yl)-{1-[3-(2-cyclopropyl-benzylamino)-1-methyl-1H-pyrazol-4-yl]-ethyl}-amine